4-amino-N,1-dimethyl-N-(2-(1-methyl-1H-pyrazol-4-yl)-6,7-dihydro-4H-thieno[3,2-c]pyran-7-yl)-1H-pyrazolo[4,3-c]quinoline-8-carboxamide NC1=NC=2C=CC(=CC2C2=C1C=NN2C)C(=O)N(C2C1=C(COC2)C=C(S1)C=1C=NN(C1)C)C